C(C)(C)(C)NS(=O)(=O)C1=C(OC(=C1)C(=O)N1CC2(C3=CC(=CC=C13)NS(=O)(=O)C)CCCCC2)C N-(tert-butyl)-2-methyl-5-(5'-(methylsulfonamido)spiro[cyclohexane-1,3'-indoline]-1'-carbonyl)furan-3-sulfonamide